C(C1=CC=CC=C1)OC1=CC(=C(C(=O)OC2=C(C(=C(C(=O)O)C(=C2C)C)C)Br)C(=C1)C)OC 4-((4-(benzyloxy)-2-methoxy-6-methylbenzoyl)oxy)-3-bromo-2,5,6-trimethyl-benzoic acid